C[C@@]12C(CC[C@H]1[C@@H]1CCC3=CC(C=C[C@]3(C)[C@H]1CC2)=O)=O Androsta-1,4-diene-3,17-dione